ClC1=C(C=CC=C1)C1(CC1)C(/C=C/[C@H]1[C@@H](C[C@H]2[C@@H]1CCC1=C(O2)C=C(C=C1)C(=O)O)O)O (1R,2R,3aS,10aR)-1-{(1E,3ξ)-3-[1-(2-chlorophenyl)cyclopropyl]-3-hydroxy-1-propen-1-yl}-2-hydroxy-2,3,3a,9,10,10a-hexahydro-1H-benzo[b]cyclopenta[f]oxepin-6-carboxylic acid